(S)-4-(1-(7,8-dimethoxy-1H-pyrazolo[4,3-c]quinolin-1-yl)ethyl)benzenesulfonamide COC=1C(=CC=2C3=C(C=NC2C1)C=NN3[C@@H](C)C3=CC=C(C=C3)S(=O)(=O)N)OC